1-oxo-2-oxa-8-azaspiro[4.5]decane O=C1OCCC12CCNCC2